NC1=C2N=CN(C2=NC(=N1)Cl)C1CCC(CC1)C(=O)NC1=CC(=CC=C1)C 4-(6-amino-2-chloro-9H-purin-9-yl)-N-(3-methylphenyl)cyclohexanecarboxamide